C(C)N1C(C2=CC=C(C=C2C1(C)C)NC1=NC=C(C(=N1)N[C@H](CO)C1=CC=CC=C1)C1=NC(=NO1)C(C)(C)O)=O (S)-2-ethyl-5-((4-((2-hydroxy-1-phenylethyl)amino)-5-(3-(2-hydroxypropan-2-yl)-1,2,4-oxadiazol-5-yl)pyrimidin-2-yl)amino)-3,3-dimethylisoindolin-1-one